(R)-1-((2R,3R,4S,5R,6R)-6-(allylsulfanyl)-3,4,5-trihydroxytetrahydro-2H-pyran-2-yl)-3,3-dimethylpent-4-en-1-amine formate C(=O)O.C(C=C)S[C@@H]1[C@@H]([C@H]([C@H]([C@H](O1)[C@@H](CC(C=C)(C)C)N)O)O)O